1-(azetidin-1-ylmethyl)cyclopropan-1-amine-d3 N1(CCC1)CC1(C(C1[2H])([2H])[2H])N